(E)-3,4-dihydroxy-6-(4-hydroxy-3-methoxystyryl)-2H-pyran-2-one OC=1C(OC(=CC1O)\C=C\C1=CC(=C(C=C1)O)OC)=O